6,6'-((oxybis(ethane-2,1-diyl))di(oxy))dihexanoic acid O(CCOCCCCCC(=O)O)CCOCCCCCC(=O)O